OB1OCC2=C1C(=CC(=C2)NC2=NC=C(C(=N2)N[C@H]2[C@@H](CCC2)C#N)C)C(F)(F)F (trans)-2-[[2-[[1-hydroxy-7-(trifluoromethyl)-3H-2,1-benzoxaborol-5-yl]amino]-5-methyl-pyrimidin-4-yl]amino]cyclopentanecarbonitrile